S1C=C(C=C1)C=1C=NC=NC1 5-(Thiophen-3-yl)pyrimidine